silanamine [SiH3]N